(R)-((5-(6-bromo-2-fluoro-3-methylphenoxy)hexyl)oxy)(tert-butyl)dimethylsilane BrC1=CC=C(C(=C1O[C@@H](CCCCO[Si](C)(C)C(C)(C)C)C)F)C